methyl 5-methylbenzofuran-2-carboxylate CC=1C=CC2=C(C=C(O2)C(=O)OC)C1